FC1(CC(C1)CC(=O)N[C@@H](COC)C1=CC=2N(N=C1)C=C(N2)[C@H](C2CCC(CC2)(F)F)NC(OC(C)(C)C)=O)F |o1:9| tert-butyl ((S)-(7-((R*)-1-(2-(3,3-difluorocyclobutyl)acetamido)-2-methoxyethyl)imidazo[1,2-b]pyridazin-2-yl)(4,4-difluorocyclohexyl)methyl)carbamate